((R)-2-(2-Chloro-3-fluorophenyl)-4-methylpiperazin-1-yl)-N-((R,E)-4-(methylsulfonyl)but-3-en-2-yl)pyrazine-2-carboxamide ClC1=C(C=CC=C1F)[C@H]1N(CCN(C1)C)C=1C(=NC=CN1)C(=O)N[C@H](C)\C=C\S(=O)(=O)C